ClC1=C(OC2=CC=C(C=C2)NC(N(C)C2=CC=3OC(C(=CC3S2)C(=O)OC)=O)=O)C=CC=C1 methyl 2-(3-(4-(2-chlorophenoxy)phenyl)-1-methylureido)-5-oxo-5H-thieno[3,2-b]pyran-6-carboxylate